3-[2-[2-[2-[2-[tert-butyl(diphenyl)silyl]oxyethoxy]ethoxy]ethoxy]ethoxy]propanoic acid [Si](C1=CC=CC=C1)(C1=CC=CC=C1)(C(C)(C)C)OCCOCCOCCOCCOCCC(=O)O